C(C)(C)(C)OC(=O)C1(CC=C(C=CC2=CC(O)=CC(O)=C2)C=C1)O 4'-tert-butoxycarbonyl-resveratrol